(S)-8-(3-(3-Cyanophenyl)isoxazol-5-yl)-9-oxooctahydro-2H-pyrazino[1,2-a]pyrazin C(#N)C=1C=C(C=CC1)C1=NOC(=C1)N1C([C@H]2N(CCNC2)CC1)=O